tert-butyl 4-(4-((2,2-difluoroethyl)amino)-3-nitrophenyl)-3,6-dihydropyridine-1(2H)-carboxylate FC(CNC1=C(C=C(C=C1)C=1CCN(CC1)C(=O)OC(C)(C)C)[N+](=O)[O-])F